(S)-(3-((1-amino-3-(1-hydroxy-1,3-dihydrobenzo[c][1,2]oxaborole-6-carboxamido)-1-oxopropan-2-yl)carbamoyl)-4-nitrophenyl)boronic Acid NC([C@H](CNC(=O)C=1C=CC2=C(B(OC2)O)C1)NC(=O)C=1C=C(C=CC1[N+](=O)[O-])B(O)O)=O